dioxo-thietane-3-carboxamide O=C1C(C(S1)=O)C(=O)N